C1(CC1)C1=NC=C(C(=C1)C=1NC2=CC=C(C=C2C1C(C)C)C1CCN(CC1)C(=O)C1CC(N(C1)C)=O)F 4-(4-(2-(2-cyclopropyl-5-fluoropyridin-4-yl)-3-isopropyl-1H-indol-5-yl)piperidine-1-carbonyl)-1-methylpyrrolidin-2-one